tert-butyl 8-bromo-6-pentanoyl-3,4-dihydro-2H-quinoline-1-carboxylate BrC=1C=C(C=C2CCCN(C12)C(=O)OC(C)(C)C)C(CCCC)=O